C(C)(C)(C)OC(=O)N[C@H](C(=O)O)CCS(=O)(=O)C (2S)-2-(tert-butoxycarbonylamino)-4-methanesulfonylbutyric acid